5-(4-Cyclohexyl-3-fluorophenyl)-3-(3-(fluoromethyl)azetidine-1-carbonyl)-2-(pyrimidin-2-yl)pyrazolo[1,5-a]pyrimidin-7(4H)-one C1(CCCCC1)C1=C(C=C(C=C1)C=1NC=2N(C(C1)=O)N=C(C2C(=O)N2CC(C2)CF)C2=NC=CC=N2)F